(3aS,7aS)-3a-(3,4-dimethoxyphenyl)-1,6-dimethyl-2,3,3a,4,5,7a-hexahydro-1H-indole COC=1C=C(C=CC1OC)[C@@]12CCN([C@H]2C=C(CC1)C)C